3-(4-(2,3-dichloro-6-hydroxyphenyl)-2-oxopyrrolidin-1-yl)propanethioamide ClC1=C(C(=CC=C1Cl)O)C1CC(N(C1)CCC(N)=S)=O